rac-(1R,2S)-2-phenylcyclopentan-1-ol C1(=CC=CC=C1)[C@H]1[C@@H](CCC1)O |r|